tert-butyl 2-((3-(4-(1,1-difluoropentyl)phenyl)-1,2,4-oxadiazol-5-yl)methyl)acrylate FC(CCCC)(F)C1=CC=C(C=C1)C1=NOC(=N1)CC(C(=O)OC(C)(C)C)=C